C1NNCC2CCCCC12 perhydro-2,3-naphthyridine